O=C1NC(CCC1N1CC2=CC=C(C(=C2C1=O)OC(F)(F)F)C#N)=O 2-(2,6-dioxopiperidin-3-yl)-3-oxo-4-(trifluoromethoxy)isoindoline-5-carbonitrile